C1(=C(C(=CC=C1)C)C)OC1=C(C(=CC=C1)C)C xylylether